BrC1=CC(=NC=N1)N1[C@H](C[C@@H](C1)O[Si](C)(C)C(C)(C)C)C=1N=C2N(C=C(C=C2)C2CC2)C1 2-((2R,4S)-1-(6-bromopyrimidin-4-yl)-4-((tert-butyl-dimethylsilyl)oxy)pyrrolidin-2-yl)-6-cyclopropyl-imidazo[1,2-a]pyridine